4-(3-amino-1-methyl-2-oxo-1,2-dihydroquinolin-5-yl)-1-methyl-7-(1-methyl-1H-pyrazol-4-yl)-1,2,3,4-tetrahydroquinoxaline NC=1C(N(C2=CC=CC(=C2C1)N1CCN(C2=CC(=CC=C12)C=1C=NN(C1)C)C)C)=O